ClC1=CC=C(C=C1)[C@H](CCNC(=O)C1=CC=C(S1)C1=CC=C2C(=NNC2=C1)C(=O)NC)O (S)-6-(5-((3-(4-chlorophenyl)-3-hydroxypropyl)carbamoyl)thiophen-2-yl)-N-methyl-1H-indazole-3-carboxamide